5-(2-fluoro-5-nitrophenyl)-4,6-dimethylpyrimidine FC1=C(C=C(C=C1)[N+](=O)[O-])C=1C(=NC=NC1C)C